C(#N)C(CCC(=O)O)(C)SC(=S)SCC 4-Cyano-4-(ethyl-sulfanyl-thiocarbonyl)sulfanyl-pentanoic acid